S-pyridyl-ethyl-cysteine N1=C(C=CC=C1)SC[C@H](NCC)C(=O)O